2-[5-Methyl-6-(4-{5-[(7S)-7-{3-oxa-6-azabicyclo[3.1.1]heptan-6-yl}-6,7,8,9-tetrahydro-5H-benzo[7]annulen-2-yl]-1H-pyrrolo[2,3-b]pyridin-3-yl}phenyl)pyridin-2-yl]propan-2-ol CC=1C=CC(=NC1C1=CC=C(C=C1)C1=CNC2=NC=C(C=C21)C=2C=CC1=C(CC[C@H](CC1)N1C3COCC1C3)C2)C(C)(C)O